CC1=NN2C(CCC(C2)N)=C1 2-methyl-4H,5H,6H,7H-pyrazolo[1,5-a]-pyridin-6-amine